ethyl 2-(1,1-dioxothian-3-yl)-5-[[6-(trifluoromethyl)pyridine-2-carbonyl]amino]pyrazolo[1,5-a]pyridine-6-carboxylate O=S1(CC(CCC1)C1=NN2C(C=C(C(=C2)C(=O)OCC)NC(=O)C2=NC(=CC=C2)C(F)(F)F)=C1)=O